3-(2-{[(3S)-6,6-dimethylpiperidin-3-yl]amino}-5-(trifluoromethyl)pyrimidin-4-yl)-7-(oxolan-3-yl)-1H,4H,5H,6H,7H,8H-pyrrolo[2,3-c]azepin-8-one CC1(CC[C@@H](CN1)NC1=NC=C(C(=N1)C1=CNC=2C(N(CCCC21)C2COCC2)=O)C(F)(F)F)C